ClC1=CC=C(C=N1)C=1OC=CN1 2-(6-chloropyridin-3-yl)oxazole